OC1=CC=C(C=C1C(C)(C)C)C(C(=O)O)C 4-hydroxy-5-tert-butylphenylpropionic acid